[9-bromo-1-(3,5-dichlorophenyl)-8-methoxy-5,6-dihydro-[3]benzoxepino[5,4-c]pyrazol-3-yl]-(3,3-dimethylmorpholin-4-yl)methanone BrC=1C(=CC2=C(C1)C=1N(N=C(C1OCC2)C(=O)N2C(COCC2)(C)C)C2=CC(=CC(=C2)Cl)Cl)OC